COC1=C(C2=CC=CC=C2C=C1)CC1=NC=CC2=CC=CC=C12 1-((2-methoxynaphthalen-1-yl)methyl)isoquinoline